N-(1-methyl-1H-pyrazol-4-yl)-1H-pyrrole-3-carboxamide CN1N=CC(=C1)NC(=O)C1=CNC=C1